12-[(2S)-Butan-2-yl]-12-azatricyclo[6.3.1.02,7]dodeca-2,4,6-triene hydrochloride Cl.C[C@@H](CC)N1C2C3=CC=CC=C3C1CCC2